C(C)N(C1CCN(CC1)C1=CC(=C(C=C1)NC1=NC=C(C(=N1)NCCCN1C(COCCC1)=O)C(F)(F)F)CC)CC 4-(3-((2-((4-(4-(diethylamino)piperidin-1-yl)-2-ethylphenyl)amino)-5-(trifluoromethyl)pyrimidin-4-yl)amino)propyl)-1,4-oxazepan-3-one